trichloro-N-ethyl-N-((3-oxoquinuclidin-2-yl)methyl)acetamide ClC(C(=O)N(CC1N2CCC(C1=O)CC2)CC)(Cl)Cl